CC1=C(NC(=C1CCC(=O)[O-])O)/C=C\2/C(=C(/C(=C/C3=NC(=O)C(=C3C)C=C)/N2)C=C)C tripyrrole